F[C@H]1CN(CC[C@H]1OC)C1=NC=CC(=N1)NC=1N=CC2=C(C=CC(=C2C1)[C@H]1COCC[C@@H]1NC(C=C)=O)N1CC(C1)CS(=O)(=O)C N-((3R,4S)-3-(3-((2-((3S,4R)-3-fluoro-4-methoxypiperidin-1-yl)pyrimidin-4-yl)amino)-8-(3-((methylsulfonyl)methyl)azetidin-1-yl)isoquinolin-5-yl)tetrahydro-2H-pyran-4-yl)acrylamide